C(C)(C)(C)OC(CC([C@@H](C(=O)O)NC(=O)OCC1C2=CC=CC=C2C=2C=CC=CC12)(C)C)=O (2S)-5-(tert-butoxy)-2-({[(9H-fluoren-9-yl)methoxy]carbonyl}amino)-3,3-dimethyl-5-oxopentanoic acid